C1(CC1)CN1CN=C2N(CN(C=C12)CC=1C=NC(=CC1)C(C(F)(F)F)(C)O)C 7-(cyclopropylmethyl)-3-methyl-1-((6-(1,1,1-trifluoro-2-hydroxypropan-2-yl)pyridin-3-yl)methyl)-1H-purine